ClC1=CC=C(C=C1)NC(NCCC1=CC=C(C=C1)C1=CC=CC=C1)=O 3-(4-chlorophenyl)-1-[2-(4-phenylphenyl)ethyl]urea